3-ethyl-4'-pentyl-[1,1'-biphenyl] C(C)C(CCC1=CC=C(C=C1)C1=CC=CC=C1)CC